N-{[(2R,7aS)-2-fluoro-hexahydropyrrolizin-7a-yl]methyl}-7-fluoro-1H,2H,3H-benzo[b]pyrrolizine-9-carboxamide formate C(=O)O.F[C@@H]1C[C@@]2(CCCN2C1)CNC(=O)C=1C2=C(N3CCCC13)C=CC(=C2)F